C1(CC1)N1[C@@H](CN(CC1)C1CCN(CC1)C1=NC(=C(C=C1NC(C=C)=O)NC1=NC=NC(=C1)N1OCC[C@@H]1C1=CC(=CC(=C1)F)F)OC)C N-(2-(4-((R)-4-cyclopropyl-3-methylpiperazin-1-yl)piperidin-1-yl)-5-((6-((R)-3-(3,5-difluorophenyl)isoxazolidin-2-yl)pyrimidin-4-yl)amino)-6-methoxypyridin-3-yl)acrylamide